1-(1-(2,6-dioxopiperidin-3-yl)-3-methyl-2-oxo-2,3-dihydro-1H-benzo[d]imidazol-4-yl)piperidine-4-carboxylic acid O=C1NC(CCC1N1C(N(C2=C1C=CC=C2N2CCC(CC2)C(=O)O)C)=O)=O